N[C@H]1C[C@@H](N(CC1)C(=O)OC(C)(C)C)C tert-butyl (2S,4R)-4-amino-2-methyl-piperidine-1-carboxylate